1,N1,3-trimethylbutane-1,3-diamine CC(CC(C)(N)C)NC